(1s,3s)-3-[(6-{2-oxo-1-[(1s,3s)-3-(piperidin-yl)cyclobutyl]-1,2-dihydrospiro[indole-3,4'-piperidin]-6-yl}-3-(propan-2-yl)-3h-imidazo[4,5-c]pyridin-4-yl)amino]cyclobutane-1-carbonitrile O=C1N(C2=CC(=CC=C2C12CCNCC2)C2=CC1=C(C(=N2)NC2CC(C2)C#N)N(C=N1)C(C)C)C1CC(C1)N1CCCCC1